CC1=NC=NC(=C1C1=CC=C(N1)C(=O)N1C(C(CC1)C(=O)N)C)C 1-(5-(4,6-dimethylpyrimidin-5-yl)-1H-pyrrole-2-carbonyl)-2-methylpyrrolidine-3-carboxamide